ruthenium (II) diacetate C(C)(=O)[O-].C(C)(=O)[O-].[Ru+2]